ClC=1C=C(NC=2C=3N(C=CN2)C(=CN3)C=3C(=NN(C3)CC#N)C(F)(F)F)C=CC1C(=O)N1C[C@@H](CC1)O 2-[4-[8-[3-chloro-4-[(3R)-3-hydroxypyrrolidine-1-carbonyl]anilino]imidazo[1,2-a]pyrazin-3-yl]-3-(trifluoromethyl)pyrazol-1-yl]acetonitrile